C1(CC1)NC=1C2=C(N=C(N1)NC1=C(C=C(C=C1)S(=O)(=O)N1CCC(CC1)N1CCOCC1)OC)NC=C2 N4-cyclopropyl-N2-(2-methoxy-4-((4-morpholinopiperidin-1-yl)sulfonyl)phenyl)-7H-pyrrolo[2,3-d]pyrimidine-2,4-diamine